1-(8-methoxy-7-piperazin-1-yl-4-isoquinolinyl)hexahydropyrimidine-2,4-dione COC=1C(=CC=C2C(=CN=CC12)N1C(NC(CC1)=O)=O)N1CCNCC1